C(N)(=O)C=1NC2=CC(=C(C=C2C1)C)C(=O)O 2-Carbamoyl-5-methyl-1H-indole-6-carboxylic acid